3-(2-fluoro-5-methylpyridin-4-yl)-6-hydroxy-2-methylpyrimidin-4(3H)-one FC1=NC=C(C(=C1)N1C(=NC(=CC1=O)O)C)C